C1(CCCCC1)COC1=NC=2N(C(=C1)NC1=CC=C(C=C1)S(=O)(=O)N)N=CN2 4-{[5-(cyclohexylmethoxy)[1,2,4]triazolo[1,5-a]pyrimidin-7-yl]amino}benzenesulfonamide